methyl 5-amino-2-(4-(4-(tert-butoxycarbonyl) piperazin-1-yl) bicyclo[2.2.2]octan-1-yl)-2H-indazole-6-carboxylate NC1=CC2=CN(N=C2C=C1C(=O)OC)C12CCC(CC1)(CC2)N2CCN(CC2)C(=O)OC(C)(C)C